(Z)-ethyl 3-(dimethylamino)-2-isocyanoacrylate CN(\C=C(\C(=O)OCC)/[N+]#[C-])C